cytidine-5'-diphosphate choline OCC[N+](C)(C)C.P([O-])(=O)(OP(=O)([O-])[O-])OC[C@@H]1[C@H]([C@H]([C@@H](O1)N1C(=O)N=C(N)C=C1)O)O.OCC[N+](C)(C)C.OCC[N+](C)(C)C